1-(3-methoxypropyl)-5-methyl-4-(4,4,5,5-tetramethyl-1,3,2-dioxaborolan-2-yl)pyrazole COCCCN1N=CC(=C1C)B1OC(C(O1)(C)C)(C)C